5,5',5''-(benzene-1,3,5-triyl-tris(ethyne-2,1-diyl))triisophthalate C1(=CC(=CC(=C1)C#CC=1C=C(C=C(C(=O)[O-])C1)C(=O)[O-])C#CC=1C=C(C=C(C(=O)[O-])C1)C(=O)[O-])C#CC=1C=C(C=C(C(=O)[O-])C1)C(=O)[O-]